C(C)(C)(C)OC(=O)C(CCC[C@H](N)C(=O)O)N ε-(tert-Butoxycarbonyl)-L-lysine